C(C)C(=O)CC di-ethyl ketone